O=C1N(CC2=CC(=CC=C12)O[C@@H]1CNCC1)C1C(NC(CC1)=O)=O 3-[1-oxo-5-[(3S)-pyrrolidin-3-yl]oxy-isoindolin-2-yl]-piperidine-2,6-dione